ethyl 3-(pyridin-3-yl)-2-azabicyclo[2.2.2]oct-5-ene-2-carboxylate N1=CC(=CC=C1)C1N(C2C=CC1CC2)C(=O)OCC